C(C)(C)(C)N(C(O)=O)C12CC3(CC(CC(C1)C3)C2)OC(=O)OC2=CC=C(C=C2)[N+](=O)[O-].OCCNC2=CC3=C(C=C2)OCO3 hydroxyethyl-3,4-methylenedioxyaniline tert-butyl-(3-(((4-nitrophenoxy)carbonyl)oxy)adamantan-1-yl)carbamate